ClC=1C=C2C(=NC1OC)C(=C(N2C)C2=NC(=NN2)[C@H](COC)N(C)C)N2C=NC=C2 (R)-1-(5-(6-chloro-3-(1H-imidazol-1-yl)-5-methoxy-1-methyl-1H-pyrrolo[3,2-b]pyridin-2-yl)-1H-1,2,4-triazol-3-yl)-2-methoxy-N,N-dimethylethan-1-amine